ethyl 2-(2-((5-bromo-7-chlorobenzofuran-3-yl)methoxy)phenyl)acetate BrC=1C=C(C2=C(C(=CO2)COC2=C(C=CC=C2)CC(=O)OCC)C1)Cl